C(C)C(C(=O)[O-])=C(CC(=O)[O-])C 2-ethyl-3-methylpentenedioate